diethyl (1-methylpropylidene)malonate CC(CC)=C(C(=O)OCC)C(=O)OCC